FC=1C=2N(C=C(C1)C1=CNC=3N=C(N=CC31)N[C@@H]3CC[C@@H](CC3)OC(F)(F)F)C=CN2 5-(8-fluoroimidazo[1,2-a]pyridin-6-yl)-N-(cis-4-(trifluoromethoxy)cyclohexyl)-7H-pyrrolo[2,3-d]pyrimidin-2-amine